C(C1CO1)OC1=C(C=CC=C1)C(C)(C)C tertiary butylphenyl glycidyl ether